C(C)(C)(C)NC1=NC=CC2=C1N=C(N=C2)NC2=C(C=C(C=C2)C=2C=NN(C2)C)OC N8-(tert-butyl)-N2-(2-methoxy-4-(1-methyl-1H-pyrazol-4-yl)phenyl)pyrido[3,4-d]pyrimidine-2,8-diamine